C(C)(C)C1=C(C=CC=C1)C1OCC1C(=O)N (2-isopropylphenyl)oxetane-3-carboxamide